CS(=O)(=O)C1=CC=C(C=C1)C=1C=C2CCN=CC2=CC1 6-(4-(methylsulfonyl)phenyl)-3,4-dihydroisoquinoline